6-(4-hydroxy-3-methyl-5-tertiary butylanilino)-2,4-bisoctylthio-1,3,5-triazine OC1=C(C=C(NC2=NC(=NC(=N2)SCCCCCCCC)SCCCCCCCC)C=C1C(C)(C)C)C